tert-butyl 3-[(3-cyclopropyl-8-fluoro-4-oxoquinazolin-6-yl)amino]-3-(2,3-dichloro-6-fluorophenyl)azetidine-1-carboxylate C1(CC1)N1C=NC2=C(C=C(C=C2C1=O)NC1(CN(C1)C(=O)OC(C)(C)C)C1=C(C(=CC=C1F)Cl)Cl)F